FC=1C(=CC(=C(C1)C1=CC(=C(N1C)C)C(=O)N(C=1C=NN(C1)C)C1=CC=C(C=C1)O)C(=O)N1CC2=CC=CC=C2C[C@H]1C)O 5-(5-Fluoro-4-hydroxy-2-{[(3R)-3-methyl-3,4-dihydroisoquinolin-2(1H)-yl]carbonyl}phenyl)-N-(4-hydroxyphenyl)-1,2-dimethyl-N-(1-methyl-1H-pyrazol-4-yl)-1H-pyrrole-3-carboxamide